3,6-Bis-(2,4,6-triisopropylphenyl)carbazol C(C)(C)C1=C(C(=CC(=C1)C(C)C)C(C)C)C=1C=CC=2NC3=CC=C(C=C3C2C1)C1=C(C=C(C=C1C(C)C)C(C)C)C(C)C